5-(2-(2,4-difluoro-3-methoxyphenylamino)-5-fluoropyrimidin-4-ylamino)-7-fluorobenzo[d]oxazol-2(3H)-one trifluoroacetate salt FC(C(=O)O)(F)F.FC1=C(C=CC(=C1OC)F)NC1=NC=C(C(=N1)NC=1C=C(C2=C(NC(O2)=O)C1)F)F